ClC=1C=C(C(=O)NNC(=O)OC[C@]2([C@@H](N3C(C[C@H]3S2(=O)=O)=O)C(=O)O)C)C=C(C1O)O (2S,3R,5R)-3-(((2-(3-chloro-4,5-dihydroxybenzoyl)hydrazinecarbonyl)oxy)methyl)-3-methyl-7-oxo-4-thia-1-azabicyclo[3.2.0]heptane-2-carboxylic acid 4,4-dioxide